ClC=1SC(=CN1)C(C)NS(=O)C(C)(C)C N-(1-(2-chlorothiazol-5-yl)ethyl)-2-methylpropane-2-sulfinamide